6-(2-(2-methyl-6-(trifluoromethyl)pyrimidin-4-yl)-2,6-diazaspiro[3.4]octan-6-yl)-5-propyl-1,5-dihydro-4H-pyrazolo[3,4-d]pyrimidin-4-one CC1=NC(=CC(=N1)N1CC2(C1)CN(CC2)C=2N(C(C1=C(N2)NN=C1)=O)CCC)C(F)(F)F